2-[4-({[1-(2-hydroxyethyl)piperidin-4-yl]methyl}amino)pyrido[3,4-d]pyridazin-1-yl]-5-(trifluoromethyl)phenol OCCN1CCC(CC1)CNC=1N=NC(=C2C1C=NC=C2)C2=C(C=C(C=C2)C(F)(F)F)O